N(=[N+]=[N-])[C@H]1[C@H](N(CC1)C1=NC(=CC(=C1C#N)C(F)(F)F)C)C(=O)N(CC#C)C1=CC(=C(C=C1)F)Cl (2S,3R)-3-azido-N-(3-chloro-4-fluoro-phenyl)-1-[3-cyano-6-methyl-4-(trifluoromethyl)-2-pyridyl]-N-prop-2-ynyl-pyrrolidine-2-carboxamide